1-(3-(2-(pyrrolidin-1-yl)ethyl)-1H-indol-1-yl)pent-4-en-1-one Methyl-3-(3-(5-(tert-butyl)-2-hydroxybenzyl)-5-((dodecylthio)methyl)-4-hydroxyphenyl)propanoate COC(CCC1=CC(=C(C(=C1)CSCCCCCCCCCCCC)O)CC1=C(C=CC(=C1)C(C)(C)C)O)=O.N1(CCCC1)CCC1=CN(C2=CC=CC=C12)C(CCC=C)=O